phenyl propyl-phenyl ether C(CC)C1=C(C=CC=C1)OC1=CC=CC=C1